(1S,2S)-2-(hydroxymethyl)-1-methyl-cyclopentanol OC[C@H]1[C@](CCC1)(O)C